3-Hydroxy-2-propan-2-yl-pyran-4-one OC1=C(OC=CC1=O)C(C)C